C(CCCCCCCC=CCC=CCCCCC)(=O)OCCN(C(CCC(OC(OCCCN(CC)CC)=O)CCCCCCCCCCCC)=O)CCOC(CCCCCCC\C=C/C\C=C/CCCCC)=O 10-dodecyl-3-ethyl-14-(2-((9Z,12Z)-octadeca-9,12-dienoyloxy) ethyl)-8,13-dioxo-7,9-dioxa-3,14-diazahexadecan-16-yl octadeca-9,12-dienoate